2-methoxy-N-(3-(8-(5-methyl-4,5,6,7-tetrahydro-2H-pyrazolo[4,3-c]pyridin-3-yl)-3-(2,2,2-trifluoroethyl)imidazo[1,2-a]pyridin-2-yl)prop-2-yn-1-yl)-4-(methylsulfonyl)aniline COC1=C(NCC#CC=2N=C3N(C=CC=C3C=3NN=C4C3CN(CC4)C)C2CC(F)(F)F)C=CC(=C1)S(=O)(=O)C